2-((7-Bromonaphthalen-2-yl)oxy)-N-cycloheptylpropanamide BrC1=CC=C2C=CC(=CC2=C1)OC(C(=O)NC1CCCCCC1)C